4-(5-(5-hydroxy-6-((hydroxyimino)methyl)pyridin-1-ium-2-yl)pentyl)-4-methylmorpholin-4-ium acetate C(C)(=O)[O-].OC=1C=CC(=[NH+]C1C=NO)CCCCC[N+]1(CCOCC1)C.C(C)(=O)[O-]